2-chloro-3-(4-fluoro-3-methylbenzyl)-5-methyl-aniline tert-Butyl-(3S)-3-methyl-6-(trifluoromethylsulfonyloxy)-3,4-dihydro-2H-pyridine-1-carboxylate C(C)(C)(C)OC(=O)N1C[C@H](CC=C1OS(=O)(=O)C(F)(F)F)C.ClC1=C(N)C=C(C=C1CC1=CC(=C(C=C1)F)C)C